C1(CC1)C1=C(CN2C(N([C@@H](C=3C2=NN(C3)C)C)C3CCN(CC3)C=3C(=NC=CC3C(F)(F)F)OC)=O)C=CC=C1 (R)-7-(2-Cyclopropyl-benzyl)-5-(2'-methoxy-4'-trifluoromethyl-3,4,5,6-tetrahydro-2H-[1,3']bipyridinyl-4-yl)-2,4-dimethyl-2,4,5,7-tetrahydro-pyrazolo[3,4-d]pyrimidin-6-on